CN(C(=N)N)C N,N-dimethyl-guanidine